C(#N)C1=CC=C(CCN[C@H](C(=O)NC=2C=NC(=CC2)N2CCN(CC2)C)C2=CC=CC=C2)C=C1 |r| (S)- and (R)-2-((4-cyanophenethyl)amino)-N-(6-(4-methylpiperazin-1-yl)pyridin-3-yl)-2-phenylacetamide